CNC1C=2N(CCC1)N=CC2N N4-methyl-4,5,6,7-tetrahydroPyrazolo[1,5-a]Pyridine-3,4-diamine